FC1=CC=2C=CC=C(C2C=C1)C=O 2-FLUORONAPHTHALENE-5-CARBOXALDEHYDE